dibutyl-tin dioctanoate C(CCCCCCC)(=O)[O-].C(CCCCCCC)(=O)[O-].C(CCC)[Sn+2]CCCC